ClC=1C=C2C(=NC1)[C@]1([C@@](O2)([C@@H]([C@H]([C@H]1O)C(=O)O)C1=CC=CC=C1)C1=CC=C(C=C1)C#N)O |r| rac-(5aR,6S,7R,8R,8aS)-3-chloro-5a-(4-cyanophenyl)-8,8a-dihydroxy-6-phenyl-5a,7,8,8a-tetrahydro-6H-cyclopenta[4,5]furo[3,2-b]pyridine-7-carboxylic acid